4-methyl-2-(5-(4,4,5,5-tetramethyl-1,3,2-dioxaborolan-2-yl)benzo[d]thiazol-2-yl)morpholine CN1CC(OCC1)C=1SC2=C(N1)C=C(C=C2)B2OC(C(O2)(C)C)(C)C